ClC1=C(C=CC=C1)C1=C(C(=C(C=C1)F)Cl)F 2,3'-dichloro-2',4'-difluoro-[1,1'-biphenyl]